trityl-D-histidine C(C1=CC=CC=C1)(C1=CC=CC=C1)(C1=CC=CC=C1)N[C@H](CC1=CNC=N1)C(=O)O